ethyl 2-(bromomethyl)-3-methyl-but-2-enoate BrCC(C(=O)OCC)=C(C)C